tris(pentafluorophenyl)borane, lithium salt [Li].FC1=C(C(=C(C(=C1B(C1=C(C(=C(C(=C1F)F)F)F)F)C1=C(C(=C(C(=C1F)F)F)F)F)F)F)F)F